O[C@H]1[C@@H](CCCC1)NC=1C2=C(C(=NN1)C1=C(C=C(C=C1)C(F)(F)F)O)CSC2 2-(4-{[(1R,2R)-2-hydroxycyclohexyl]amino}-5,7-Dihydrothieno[3,4-d]pyridazin-1-yl)-5-(trifluoromethyl)phenol